4-FLUORO-1-METHYL-1H-BENZO[D]IMIDAZOLE-2(3H)-ONE FC1=CC=CC=2N(C(NC21)=O)C